CN(CCN(C(C(CCSCCC(=O)OCCCCCCCCCCCC)NC(C(CCCCCCCCCC)CCCCCCCC)=O)=O)C)C dodecyl 3-((4-((2-(dimethylamino)ethyl)(methyl)amino)-3-(2-octyldodecanamido)-4-oxobutyl)thio)propanoate